2-(carboxymethyl)benzoic acid C(=O)(O)CC1=C(C(=O)O)C=CC=C1